N,N-Diethyl-4-(6-fluoro-4-(1,4-dioxa-8-azaspiro[4.5]decan-8-yl)quinoline-3-carbonyl)piperazine-1-carboxamide C(C)N(C(=O)N1CCN(CC1)C(=O)C=1C=NC2=CC=C(C=C2C1N1CCC2(OCCO2)CC1)F)CC